methyl 2-((3,5-dichloro-4-(4-(cyclopropylcarbamoyl)-2,6-dimethylbenzyl) phenyl) amino)-2-oxoacetate ClC=1C=C(C=C(C1CC1=C(C=C(C=C1C)C(NC1CC1)=O)C)Cl)NC(C(=O)OC)=O